7-benzoyl-4,4-difluoro-3-hydroxy-3,4-dihydro-isoquinolin-1(2H)-one C(C1=CC=CC=C1)(=O)C1=CC=C2C(C(NC(C2=C1)=O)O)(F)F